C(C)(C)N1N=C(C=C1C1[C@H]2CC(C[C@@H]12)N1CCOCCC1)C1=NC(=CC=C1)C(F)(F)F 4-((1R,3r,5S,6r)-6-(1-isopropyl-3-(6-(trifluoromethyl)pyridin-2-yl)-1H-pyrazol-5-yl)bicyclo[3.1.0]hexane-3-yl)-1,4-oxaazepane